S1C[C@@H](CC1)CS(=O)(=O)[O-] (R)-tetrahydrothiophen-3-ylmethanesulfonate